2,3-difluoro-6-bromobenzyl bromide FC1=C(CBr)C(=CC=C1F)Br